FC(C1CCN(CC1)C1=NC2=CC=C(C=C2C=C1)C1(CCC(CC1)N)N)(F)F 1-(2-(4-(trifluoromethyl)piperidin-1-yl)quinolin-6-yl)cyclohexane-1,4-diamine